N[C@@H]1[C@H]([C@H]([C@@H](C1)O)O)O (1R,2S,3R,4S)-4-amino-1,2,3-cyclopentanetriol